ClC1=C(C=C2C(=C(NC2=C1F)C1=NC(=NN1)C(C)(F)F)C=1C=NNC1)OC 6-chloro-2-(3-(1,1-difluoroethyl)-1H-1,2,4-triazol-5-yl)-7-fluoro-5-methoxy-3-(1H-pyrazol-4-yl)-1H-indole